6-fluoro-3,3-dimethyl-5-vinylindol-2-one FC1=C(C=C2C(C(NC2=C1)=O)(C)C)C=C